FC=1C(=C(C=C(C1)C(C)C)[C@@H](C(=O)O)N1C[C@@H](CC1)N(CC(F)(F)F)CCCCCC1=NC=2NCCCC2C=C1)OC (S)-2-(3-fluoro-5-isopropyl-2-methoxyphenyl)-2-((R)-3-((5-(5,6,7,8-tetrahydro-1,8-naphthyridin-2-yl)pentyl)(2,2,2-trifluoroethyl)amino)pyrrolidin-1-yl)acetic acid